2-[cyano-(2,6-difluoro-4-pyridinyl)amino]-5-methyl-N-spiro[3.4]octane-3-yl-thiazole-4-carboxamide C(#N)N(C=1SC(=C(N1)C(=O)NC1CCC12CCCC2)C)C2=CC(=NC(=C2)F)F